N[C@@H]1CN(CC1)C1=NC2=C(N1CC(=O)N(CC(F)(F)F)C)C=C(C=C2)F (S)-2-(2-(3-Aminopyrrolidin-1-yl)-6-fluoro-1H-benzo[d]imidazol-1-yl)-N-methyl-N-(2,2,2-trifluoroethyl)acetamid